FC1([C@H]([C@H](CN(C1)C1=NC=CC(=N1)NC=1N=CC2=C(C=NC(=C2C1)C(C)C)N1[C@@H]([C@H](C1)CS(=O)(=O)C)C)O)OC)F (3S,4S)-5,5-difluoro-1-[4-({8-[(2R,3S)-3-(methanesulfonyl-methyl)-2-methylazetidin-1-yl]-5-(propan-2-yl)-2,6-naphthyridin-3-yl}amino)pyrimidin-2-yl]-4-methoxy-piperidin-3-ol